tert-butyl N-[trans-4-[[3-[N'-(2-chloro-5-fluoro-phenyl)carbamimidoyl]-6-[5-(hydroxymethyl)-2-methyl-phenyl]pyrrolo[1,2-b]pyridazin-4-yl]amino]cyclohexyl]carbamate ClC1=C(C=C(C=C1)F)N=C(N)C1=C(C=2N(N=C1)C=C(C2)C2=C(C=CC(=C2)CO)C)N[C@@H]2CC[C@H](CC2)NC(OC(C)(C)C)=O